5-(8-(4-Chlorophenyl)-2-imino-3-methyl-2,3-dihydro-1H-imidazo[4,5-c]quinolin-1-yl)-6-methylnicotinonitrile ClC1=CC=C(C=C1)C1=CC=2C3=C(C=NC2C=C1)N(C(N3C=3C(=NC=C(C#N)C3)C)=N)C